8-((2-ethoxy-5-methoxybenzyl)thio)-1,3,7-trimethyl-1H-purine-2,6(3H,7H)-dione C(C)OC1=C(CSC2=NC=3N(C(N(C(C3N2C)=O)C)=O)C)C=C(C=C1)OC